C(C)(CC)N1C=NC(=C1C=1C=CC=2N(C1)C(=CN2)C#N)C2=CC=C(C=C2)F 6-(1-(sec-butyl)-4-(4-fluorophenyl)-1H-imidazol-5-yl)imidazo[1,2-a]pyridine-3-carbonitrile